[N+](=O)([O-])C1=CC=C(C=C1)C1=CN=C(N1)C1=NC(=CC=C1)C1=CC=NN1C1OCCCC1 2-(5-(4-nitrophenyl)-1H-imidazol-2-yl)-6-(1-(tetrahydro-2H-pyran-2-yl)-1H-pyrazol-5-yl)pyridine